C(CCCCCCCCCCCCCCCCCCC)(=O)OCCCCCCCCCC decyl eicosanate